(3S)-3-(4-{[(3S)-3,7-dimethyloct-6-en-1-yl]Oxy}phenyl)hex-4-ynoic acid C[C@H](CCOC1=CC=C(C=C1)[C@H](CC(=O)O)C#CC)CCC=C(C)C